(R)-pyrrolidine-2-carbonitrile N1[C@H](CCC1)C#N